ClC1=CC=C2C(CC(C2=C1)=C(C#N)C#N)=O 2-(6-chloro-3-oxo-2,3-dihydro-1H-inden-1-ylidene)malononitrile